N=1N(N=CC1)C1=C(C=C(C=C1)C1=NN(C(=C1C(=O)N)C(F)(F)F)C=1C=2C3=C(C(NC3=CC1)=O)C=CC2)C(F)(F)F (4-(2H-1,2,3-triazol-2-yl)-3-(trifluoromethyl)phenyl)-1-(2-oxo-1,2-dihydrobenzo[cd]indol-6-yl)-5-(trifluoromethyl)-1H-pyrazole-4-carboxamide